BrCC=1C=C(C(=O)O)C=CC1Cl 3-(bromomethyl)-4-chlorobenzoic acid